linoleoyl-diethanolamine dimethylaminothiocarbamate CN(C)NC(O)=S.C(CCCCCCC\C=C/C\C=C/CCCCC)(=O)N(CCO)CCO